ClC=1C=C(CNP(OCC)(=O)C2=CC=C(C=C2)C2=NOC(=N2)C(F)(F)Cl)C=CC1 ethyl N-(3-chlorobenzyl)-P-(4-(5-(chlorodifluoromethyl)-1,2,4-oxadiazol-3-yl)phenyl)phosphonamidate